5,8-Dichloroanthracene-2,3,6,7-tetracarboxylate ClC1=C2C=C3C=C(C(=CC3=CC2=C(C(=C1C(=O)[O-])C(=O)[O-])Cl)C(=O)[O-])C(=O)[O-]